p-bis(o-methylstyryl)benzene tert-butyl-(1S,6S)-6-(4-(((R)-2,6-dioxopiperidin-3-yl)amino)-3-methylphenyl)-7,7-difluoro-3-azabicyclo[4.1.0]heptane-3-carboxylate C(C)(C)(C)OC(=O)N1C[C@H]2C([C@]2(CC1)C1=CC(=C(C=C1)N[C@H]1C(NC(CC1)=O)=O)C)(F)F.CC1=C(C=CC2=CC=C(C=C2)C=CC2=C(C=CC=C2)C)C=CC=C1